(S)-6-(5-ethyl-1,2,4-oxadiazol-3-yl)-2H-spiro[benzofuran-3,4'-oxazolidin]-2'-one C(C)C1=NC(=NO1)C1=CC2=C(C=C1)[C@]1(NC(OC1)=O)CO2